N1(CCC1)C(CN1C(N(C2=NC=C(C(=C21)Cl)Br)C)=O)=O 1-(2-(azetidin-1-yl)-2-oxoethyl)-6-bromo-7-chloro-3-methyl-1,3-dihydro-2H-imidazo[4,5-b]pyridin-2-one